(Chlorophenyl)-3-methyl-butyryl chloride ClC1=C(C=CC=C1)CC(CC(=O)Cl)C